BrC1=C(C=CC(=C1)S(=O)(=O)CC(C)(C)C)OC 2-Bromo-4-(2,2-dimethylpropylsulfonyl)-1-methoxybenzene